(3-chloroquinoxalin-6-yl)(4,4-difluoropiperidin-1-yl)methanone ClC=1C=NC2=CC=C(C=C2N1)C(=O)N1CCC(CC1)(F)F